(7-(4-cyanophenoxy)-4-hydroxy-1-methoxyisoquinoline-3-carbonyl)glycine tert-butyl-(2R)-2-({[4-(aminomethyl)pyridin-3-yl]oxy}methyl)azetidine-1-carboxylate C(C)(C)(C)[C@@]1(N(CC1)C(=O)O)COC=1C=NC=CC1CN.C(#N)C1=CC=C(OC2=CC=C3C(=C(N=C(C3=C2)OC)C(=O)NCC(=O)O)O)C=C1